C1N(CC12C[NH2+]C2)C(=O)OC(C)(C)C tert-butyl 2-aza-6-azoniaspiro[3.3]heptane-2-carboxylate